2-(4-Isopropoxyphenylamino)acetohydrazide C(C)(C)OC1=CC=C(C=C1)NCC(=O)NN